(S)-2-Amino-4-cyclohexylbutanoic acid N[C@H](C(=O)O)CCC1CCCCC1